C(#N)C(C(=O)O)C1=CC=CC=C1.C(#N)C(C(=O)OC)C1=CC=CC=C1 Methyl 2-cyano-2-phenylacetate 2-cyano-2-phenylacetate